ClC1=CC2=C(N(C(N=C2N2[C@H](CN(CC2)C(=O)OC(C)(C)C)C)=O)C=2C(=NC=CC2C)C(C)C)N=C1C1=C(C(=CC=2C=COC21)OC)F tert-butyl (3S)-4-(6-chloro-7-(6-fluoro-5-methoxybenzofuran-7-yl)-1-(2-isopropyl-4-methylpyridin-3-yl)-2-oxo-1,2-dihydropyrido[2,3-d]pyrimidin-4-yl)-3-methylpiperazine-1-carboxylate